(S)-N-benzyl-2-((5-methyl-4-oxo-2,3,4,5-tetrahydrobenzo[b][1,4]oxazepin-3-yl)amino)acetamide C(C1=CC=CC=C1)NC(CN[C@@H]1C(N(C2=C(OC1)C=CC=C2)C)=O)=O